ClC1=C(C=CC(=C1)CN[C@H]1[C@](CCCC1)(C)O)N1N=CC(=C1)C1=NC(=NC=C1C#N)NC1CCN(CC1)S(=O)(=O)CC |r| (±)-4-(1-(2-Chloro-4-((((1r,2r)-2-hydroxy-2-methylcyclohexyl)amino)methyl)phenyl)-1H-pyrazol-4-yl)-2-((1-(ethylsulfonyl)piperidin-4-yl)amino)pyrimidine-5-carbonitrile